BrC=1C=C(C(=CC1F)NC)N 4-Bromo-5-fluoro-N1-methylbenzene-1,2-diamine